N-ethyl-N-amidinoglycine C(C)N(CC(=O)O)C(N)=N